(2-(5-methoxy-1H-pyrrolo[3,2-b]pyridin-3-yl)ethyl)carbamic acid tert-butyl ester C(C)(C)(C)OC(NCCC1=CNC=2C1=NC(=CC2)OC)=O